benzothiophen-1,1-dioxide S1(C=CC2=C1C=CC=C2)(=O)=O